1-acetyl-6-methylpiperidine C(C)(=O)N1CCCCC1C